1,4-dimethylnaphthalene diisocyanate [N-]=C=O.[N-]=C=O.CC1=CC=C(C2=CC=CC=C12)C